C1(=CC=CC=C1)C(C1=CC=CC=C1)=NNC1=CC=C(C=C1)C(F)(F)F (diphenylmethylene)-2-(4-(trifluoromethyl)phenyl)hydrazine